ClC1=C(C=C(C=C1)Cl)C1=CC(=CC=C1)[C@H](C(=O)N1CC2=C(N=C(NC2=O)C2(CC2)C2=CC=CC=C2)CC1)O (R)-6-(2-(2',5'-dichloro-[1,1'-biphenyl]-3-yl)-2-hydroxyacetyl)-2-(1-phenylcyclopropyl)-5,6,7,8-tetrahydropyrido[4,3-d]pyrimidin-4(3H)-one